The molecule is a octadecanoid anion that is the conjugate base of 9-oxo-ODE, obtained by deprotonation of the carboxy group; major species at pH 7.3. It is an octadecanoid anion, an oxo fatty acid anion and a long-chain fatty acid anion. It is a conjugate base of a 9-oxo-ODE. CCCCC/C=C\\C=C\\C(=O)CCCCCCCC(=O)[O-]